ClC1=NC(=C2C(=N1)N(N=C2)[C@H]2[C@@H]([C@@]([C@H](O2)COC(C(=O)O)(CC2=CC=CC=C2)C=2N=CSC2)(O)C#C)O)NC(C)C 2-(((2R,3S,4R,5R)-5-(6-chloro-4-(isopropylamino)-1H-pyrazolo[3,4-d]pyrimidin-1-yl)-3-ethynyl-3,4-dihydroxytetrahydrofuran-2-yl)methoxy)-3-phenyl-2-(thiazol-4-yl)propionic acid